N-(2-hydroxy-2-methylpropyl)-N-methyl-3-(2-methyl-1-oxo-1,2-dihydro-6-isoquinolinyl)-6-quinoxalinecarboxamide OC(CN(C(=O)C=1C=C2N=C(C=NC2=CC1)C=1C=C2C=CN(C(C2=CC1)=O)C)C)(C)C